OCC1=CC(=C(N1)C(=O)NC)O[C@@H](C)C1=CC=CC=C1 (S)-5-(hydroxymethyl)-N-methyl-3-(1-phenylethoxy)-1H-pyrrole-2-carboxamide